N-(2-fluoro-4-methyl-5-(2-(methylamino)-8,9-dihydroimidazo[1',2':1,6]pyrido[2,3-d]pyrimidin-6-yl)phenyl)-N-(4-fluorophenyl)cyclopropane-1,1-dicarboxamide FC1=C(C=C(C(=C1)C)C1=CC2=C(N=C(N=C2)NC)N2C1=NCC2)N(C(=O)C2(CC2)C(=O)N)C2=CC=C(C=C2)F